2,3-bis(chloromethyl)pyrazine cyclopropyl(5-(piperazin-1-yl)pyridin-2-yl)carbamate hydrochloride Cl.C1(CC1)N(C(O)=O)C1=NC=C(C=C1)N1CCNCC1.ClCC1=NC=CN=C1CCl